2,4-di-tert-butyl-4-hydroxybenzoic acid (2,4-di-tert-butyl-phenyl) ester C(C)(C)(C)C1=C(C=CC(=C1)C(C)(C)C)OC(C1=C(CC(C=C1)(O)C(C)(C)C)C(C)(C)C)=O